ClC1=C(C(=O)NC2=C3C(N(CC3=CC=C2)[C@@H](C(C)(C)O)C2CC2)=O)C(=CC=C1C)F (R)-2-chloro-N-(2-(1-cyclopropyl-2-hydroxy-2-methylpropyl)-3-oxoisoindolin-4-yl)-6-fluoro-3-methylbenzamide